NC=1C(=NC(=CC1)N1C=NC=C1)C(=O)NC1=CC(=NC=C1)C(F)(F)F 3-amino-6-(1H-imidazol-1-yl)-N-(2-(trifluoromethyl)pyridin-4-yl)picolinamide